FC=1C=C(C=C(C1)C=1C=NN(C1)C)S(=O)(=O)C1=CN=C(S1)CNC(OC(C)(C)C)=O tert-butyl ((5-((3-fluoro-5-(1-methyl-1H-pyrazol-4-yl)phenyl)sulfonyl)thiazol-2-yl)methyl)carbamate